acryloxysilaneroxypropylmethyldiphenoxysilane C(C=C)(=O)OCC(=CCC\C(=C/[SiH2]OCCC[Si](OC1=CC=CC=C1)(OC1=CC=CC=C1)C)\C)C